BrC1=NN(C(C1)C(=O)OCC)C1=CC(=CC=C1)F Ethyl 3-bromo-1-(3-fluorophenyl)-4,5-dihydro-1H-pyrazole-5-carboxylate